C(C=C)OC(CCC(N1CCCCC1)=O)=O 4-oxo-4-piperidin-1-ylbutyric acid-2-propenyl ester